ClC=1C(=C(C=CC1)NC1=NC=NC2=CC(=C(C=C12)[N+](=O)[O-])C#C[C@@]1(NCCC1)C)F (R)-N-(3-chloro-2-fluorophenyl)-7-((2-methylpyrrolidin-2-yl)ethynyl)-6-nitroquinazolin-4-amine